N-[3-(hydroxymethyl)phenyl]-2-phenylacetamide OCC=1C=C(C=CC1)NC(CC1=CC=CC=C1)=O